ethyl 1-(((1-((6-chloropyridin-3-yl)amino)isoquinolin-6-yl)oxy)methyl)cyclopropane-1-carboxylate ClC1=CC=C(C=N1)NC1=NC=CC2=CC(=CC=C12)OCC1(CC1)C(=O)OCC